O[C@H]1[C@H](N(C1)C(=O)OCC1=CC=CC=C1)C benzyl (2R,3R)-3-hydroxy-2-methylazetidine-1-carboxylate